3-chloro-3'-(2-(4-(cyclopropylmethyl)piperazin-1-yl)pyridin-4-yl)-5'-fluoro-2'-methoxy-[1,1'-biphenyl] ClC=1C=C(C=CC1)C1=C(C(=CC(=C1)F)C1=CC(=NC=C1)N1CCN(CC1)CC1CC1)OC